CC(C[C@@H](C(N[C@H](C=O)C[C@H]1C(NCC1)=O)=O)NC(OCC1C2C=CC(C1)C2)=O)C Bicyclo[2.2.1]hept-5-en-2-ylmethyl ((S)-4-methyl-1-oxo-1-(((S)-1-oxo-3-((S)-2-oxopyrrolidin-3-yl)propan-2-yl)amino)pentan-2-yl)carbamate